(1R,5S,6R,7R)-benzyl 6,7-dihydroxy-3-azabicyclo[3.2.1]octane-3-carboxylate O[C@@H]1[C@@H]2CN(C[C@H]([C@H]1O)C2)C(=O)OCC2=CC=CC=C2